1'-[trans-4-(pyridin-2-yloxy)cyclohexyl]-4'H,6'H-spiro[1,3-dioxolan-2,5'-[1,2,4]triazolo[4,3-a][1]benzazepine]-8'-carbonitrile N1=C(C=CC=C1)O[C@@H]1CC[C@H](CC1)C1=NN=C2N1C1=C(CC3(C2)OCCO3)C=C(C=C1)C#N